(E)-1-(m-tolyl)-2-(p-tolyl)diazene C1(=CC(=CC=C1)\N=N\C1=CC=C(C=C1)C)C